indanespiro-oxazolidinedione tert-butyl-3-(naphthalen-2-yl)-2-oxoindoline-1-carboxylate C(C)(C)(C)OC(=O)N1C(C(C2=CC=CC=C12)C1=CC2=CC=CC=C2C=C1)=O.O1C(NC(C12CCC1=CC=CC=C12)=O)=O